(R) and (S)-Tetrahydroisoquinoline C1NCCC2=CC=CC=C12